4-[2-(2,4-difluorophenyl)-6-methyl-7-oxo-1H-pyrrolo[2,3-c]pyridin-4-yl]-5-[3-(2-hydroxypropan-2-yl)phenyl]-1-methylpyridin-2-one FC1=C(C=CC(=C1)F)C1=CC2=C(C(N(C=C2C2=CC(N(C=C2C2=CC(=CC=C2)C(C)(C)O)C)=O)C)=O)N1